tert-butyl N-(2-[[2-(2-[[2-(2,6-dioxopiperidin-3-yl)-1,3-dioxoisoindol-4-yl]oxy]acetamido)ethyl](methyl)amino]ethyl)carbamate O=C1NC(CCC1N1C(C2=CC=CC(=C2C1=O)OCC(=O)NCCN(CCNC(OC(C)(C)C)=O)C)=O)=O